3-{2-[1-(difluoromethyl)cyclopropyl]ethynyl}-4-(4,4,5,5-tetramethyl-1,3,2-dioxaborolan-2-yl)pyridine FC(C1(CC1)C#CC=1C=NC=CC1B1OC(C(O1)(C)C)(C)C)F